BrC1=CN=C2CC(C(NC2=C1)=O)C(=O)OCC ethyl 7-bromo-2-oxo-1,2,3,4-tetrahydro-1,5-naphthyridine-3-carboxylate